C1=CC(=C(C(=C1)[N+](=O)[O-])Cl)[N+](=O)[O-] 2,6-dinitrochlorobenzene